CNC1CCN(CC1)C1=CC=C2C(=CN=CC2=C1)N1C(NC(CC1)=O)=O 1-[7-[4-(methylamino)-1-piperidinyl]-4-isoquinolinyl]Hexahydropyrimidine-2,4-dione